B(O)(O)P([O-])([O-])=O boronophosphonate